methyl 2-deoxy-alpha-D-glucopyranoside O([C@@H]1C[C@@H](O)[C@H](O)[C@H](O1)CO)C